NC1=NC=CC(=C1C)NC=1C=C(C(=O)NC2=CC(=CC=C2)NC2=CC=CC=C2)C=CC1 3-(2-amino-3-methylpyridin-4-ylamino)-N-(3-(phenylamino)phenyl)benzamide